butyl (S)-5-chloro-1-((1,3-dioxoisoindolin-2-yl)methyl)-7-fluoro-8-((1-methyl-1H-1,2,3-triazol-4-yl)methoxy)-3,4-dihydroisoquinoline-2(1H)-carboxylate ClC1=C2CCN([C@@H](C2=C(C(=C1)F)OCC=1N=NN(C1)C)CN1C(C2=CC=CC=C2C1=O)=O)C(=O)OCCCC